2-(1-Cyclobutyl-4-hydroxy-1H-pyrazol-3-yl)-2-methylpropanenitrile C1(CCC1)N1N=C(C(=C1)O)C(C#N)(C)C